C1(CC1)C1=NC=NC(=C1C=1N=CC2=C(N1)C(=NN2)CC2=C(C=C(C=C2)C=2N(C=C(N2)C(F)(F)F)C)F)OC 5-(4-cyclopropyl-6-methoxy-pyrimidin-5-yl)-3-[[2-fluoro-4-[1-methyl-4-(trifluoromethyl)imidazol-2-yl]phenyl]methyl]-1H-pyrazolo[4,3-d]pyrimidine